2-(4-hydroxy-3,5-dimethoxyphenyl)chromenylium-3,5,7-triol OC1=C(C=C(C=C1OC)C1=[O+]C=2C=C(C=C(C2C=C1O)O)O)OC